CCCCCCCCCCCCCC1=C(C=CC=C1O)O Tridecylresorcinol